C(#N)C1=NC(=C2C=C(N=CC2=C1)N[C@H]1[C@H](CCC1)NC(OC(C)(C)C)=O)NC(C)C Tert-butyl ((1S,2R)-2-((7-cyano-5-(isopropylamino)-2,6-naphthyridin-3-yl)amino) cyclopentyl)carbamate